ClC=1C=C2C(=NC1)NC=C2CC=2C=CC(=NC2)NCC=2C=NC(=CC2)C(F)(F)F 5-((5-chloro-1H-pyrrolo[2,3-b]pyridin-3-yl)methyl)-N-((6-(trifluoromethyl)pyridin-3-yl)methyl)pyridin-2-amine